4-((3-(4-(aminomethyl)phenyl)-1-(4-hydroxybutyl)ureido)methyl)-N-hydroxybenzoamide NCC1=CC=C(C=C1)NC(N(CCCCO)CC1=CC=C(C(=O)NO)C=C1)=O